methyl 2-chloro-4-fluoro-5-hydrazinobenzoate hydrochloride Cl.ClC1=C(C(=O)OC)C=C(C(=C1)F)NN